4-((2-(3,4-dichlorophenyl)-1-methyl-1H-imidazol-5-yl)thio)-1H-1,2,3-triazole-5-carboxylic acid ClC=1C=C(C=CC1Cl)C=1N(C(=CN1)SC=1N=NNC1C(=O)O)C